FC=1C(=NC=C(C1C1(CCC1)O)F)OC 1-(3,5-difluoro-2-methoxypyridin-4-yl)cyclobutane-1-ol